ClC=1C=C(C=CC1)[C@@H]1N(C[C@H](N(C1)C(C(C)(C)C)=O)C)C(C(=O)NC=1C2=C(C=NC1)C=NN2)=O 2-[(2S,5R)-2-(3-chlorophenyl)-4-(2,2-dimethylpropanoyl)-5-methyl-piperazin-1-yl]-2-oxo-N-(1H-pyrazolo[4,3-c]pyridin-7-yl)acetamide